CN1C([C@@H](CC1)NC(=O)C1=CN=C2N1N=C(C=C2NC)NC2=NC(=CC=C2)C)=C=O (R)-N-(1-methyl-2-carbonylpyrrolidin-3-yl)-8-(methylamino)-6-((6-methylpyridin-2-yl)amino)imidazo[1,2-b]pyridazine-3-carboxamide